C(C)(C)(C)OC(=O)N1CCN(CC1)C=1SC(=NN1)Br 4-(5-bromo-1,3,4-thiadiazol-2-yl)piperazine-1-carboxylic acid tert-butyl ester